NC([C@H](CCC(=O)OC(C)(C)C)N1C(C2=CC=CC(=C2C1)O)=O)=O tert-butyl (S)-5-amino-4-(4-hydroxy-1-oxoisoindolin-2-yl)-5-oxovalerate